P(O)(O)(=O)N=[N+]=[N-].C1(=CC=CC=C1)C1=CC=CC=C1 biphenyl phosphorazidate